FC1=C2C(=CNC2=CC(=C1C1=CC=C(C=C1)C1OCCCC1)F)C(=O)NOC 4,6-difluoro-N-methoxy-5-(4-(tetrahydro-2H-pyran-2-yl)phenyl)-1H-indole-3-carboxamide